CN1N=CC(=C1O[C@H](CN)C)C=1C=C2C(=NN(C2=CC1)C1OCCCC1)C#C[Si](C(C)C)(C(C)C)C(C)C (2S)-2-[2-methyl-4-[1-tetrahydropyran-2-yl-3-(2-triisopropylsilylethynyl)indazol-5-yl]pyrazol-3-yl]oxypropan-1-amine